N-(1-(2,4-bis(trifluoromethyl)benzyl)-1H-pyrazol-4-yl)-5-bromonicotinamide FC(C1=C(CN2N=CC(=C2)NC(C2=CN=CC(=C2)Br)=O)C=CC(=C1)C(F)(F)F)(F)F